Cl.Cl.C(C)N(C(C1=CC=CC=C1)=O)CC N,N-diethylbenzamide dihydrochloride